2-ethyl 8-(2-methoxy ethyl) (1S,2S,5R)-3-((6-((1-(2,2,2-trifluoroacetyl)piperidin-4-yl)oxy)pyridin-3-yl)sulfonyl)-3,8-diazabicyclo[3.2.1]octane-2,8-dicarboxylate FC(C(=O)N1CCC(CC1)OC1=CC=C(C=N1)S(=O)(=O)N1[C@@H]([C@@H]2CC[C@H](C1)N2C(=O)OCCOC)C(=O)OCC)(F)F